NC1=NC=C(C(=N1)C(F)F)C1=NC(=NC(=N1)N1CCOCC1)N1CCC(CC1)=O 1-{4-[2-amino-4-(difluoromethyl)pyrimidin-5-yl]-6-(morpholin-4-yl)-1,3,5-triazin-2-yl}piperidin-4-one